C(C)C1(CN(CC1)C(=O)OC(C)(C)C)C1=CCN(C=C1)C tert-butyl 3-ethyl-3-(1-methyl-4-pyridyl)pyrrolidine-1-carboxylate